Cl.C(C(C)C)N(CCC(=O)C=1C(OC2=CC(=CC(=C2C1)C)O)=O)CC(C)C 3-(3-diisobutylamino-propionyl)-5-methyl-7-hydroxycoumarin hydrochloride